CC1=C(C(=O)O)C=CC(=C1)[C@H](C)N (S)-methyl-4-(1-aminoethyl)benzoic acid